5-(1-(2-chloro-6-ethoxypyridin-4-yl)-3-methylcyclobutyl)-4-methyl-4H-1,2,4-triazole-3-thiol ClC1=NC(=CC(=C1)C1(CC(C1)C)C=1N(C(=NN1)S)C)OCC